N-ethyl-N-(thiophen-2-ylmethyl)-2-(p-tolyloxy)propanamide C(C)N(C(C(C)OC1=CC=C(C=C1)C)=O)CC=1SC=CC1